n-Propyl 1-[[2-(4-chloro-2,6-dimethyl-phenyl)acetyl]amino]-4,4-dipropoxy-cyclohexanecarboxylat ClC1=CC(=C(C(=C1)C)CC(=O)NC1(CCC(CC1)(OCCC)OCCC)C(=O)OCCC)C